1-(5-(5-(4,4-difluoropiperidine-1-carbonyl)-1H-pyrrolo[2,3-b]pyridin-1-yl)picolinamido)cyclopropane-1-carboxylic acid FC1(CCN(CC1)C(=O)C=1C=C2C(=NC1)N(C=C2)C=2C=CC(=NC2)C(=O)NC2(CC2)C(=O)O)F